COC=1C=C(C=CC1[N+](=O)[O-])C=1C=NNC1 4-(3-methoxy-4-nitrophenyl)-1H-pyrazole